N-{4-[1-(2-iodophenyl)-1H-[1,2,3]triazol-4-yl]-phenyl}acetamide IC1=C(C=CC=C1)N1N=NC(=C1)C1=CC=C(C=C1)NC(C)=O